5-fluoro-1-phenyl-4-(3-cyanophenyl)-3-trifluoromethyl-1H-pyrazole FC1=C(C(=NN1C1=CC=CC=C1)C(F)(F)F)C1=CC(=CC=C1)C#N